ClC1=NC=C(C(=N1)NC1=C(C=CC=C1)S(=O)(=O)NC)Cl 2-((2,5-dichloropyrimidin-4-yl)amino)-N-methylbenzenesulfonamide